5-(4-(aminomethyl)-1-oxo-1,2-dihydrophthalazin-6-yl)nicotinonitrile NCC1=NNC(C2=CC=C(C=C12)C=1C=NC=C(C#N)C1)=O